2-[4-[3-(5-fluoro-3-pyridinyl)isoxazolidine-2-carbonyl]-1-piperidinyl]pyrimidine-4-carboxylic acid methyl ester COC(=O)C1=NC(=NC=C1)N1CCC(CC1)C(=O)N1OCCC1C=1C=NC=C(C1)F